N=1C=C(N2C1C=CC=C2)CN2C[C@@H](CC2)C=2C=C(C(=O)NC=1C=NC=C(C1)C(F)(F)F)C=CC2C (s)-3-(1-(imidazo[1,2-a]pyridin-3-ylmethyl)pyrrolidin-3-yl)-4-methyl-N-(5-(trifluoromethyl)pyridin-3-yl)benzamide